C1(CCCCC1)C(C(C(C)C)(C)C)=O 1-cyclohexyl-2,2,3-trimethylbutan-1-one